(S)-(1,3-Dimethyl-azetidin-3-yl)-(4-isopropyl-phenyl)-{3-[3-(2-methoxy-ethoxy)-[1,2,4]oxadiazol-5-yl]-phenyl}-methanol CN1CC(C1)(C)[C@@](O)(C1=CC(=CC=C1)C1=NC(=NO1)OCCOC)C1=CC=C(C=C1)C(C)C